BrC1=C(C(=O)Cl)C(=CC=C1)F 2-Bromo-6-fluorobenzoyl chloride